5-(tert-butoxy)-2',6-bis(difluoromethyl)-5-fluoro-2,4'-bipyridine C(C)(C)(C)OC1(CC=C(N=C1C(F)F)C1=CC(=NC=C1)C(F)F)F